11,11-dideutero-(9Z,12Z)-9,12-octadecadienoic acid [2H]C(\C=C/CCCCCCCC(=O)O)(\C=C/CCCCC)[2H]